Natrium methyltaurat CNCCS(=O)(=O)[O-].[Na+]